C[C@]1([C@](OC2=C1C=C(C=C2)C(=O)O)(C)COC)N2C(NC(CC2=O)(CC)CC)=NC(=O)OC(C)(C)C.C(C)NCC(=O)O N-Ethyl-Glycine methyl-(2R,3S)-3-(2-((tert-Butoxycarbonyl)imino)-4,4-diethyl-6-oxotetrahydropyrimidin-1(2H)-yl)-2-(methoxymethyl)-2-methyl-2,3-dihydrobenzofuran-5-carboxylate